1,1-bis(2,3-Dicarboxyphenyl)ethane C(=O)(O)C1=C(C=CC=C1C(=O)O)C(C)C1=C(C(=CC=C1)C(=O)O)C(=O)O